BrC1=CC=CC=2N(C(NC21)=O)C2CCC(CC2)C(=O)NC2=NC=C(C=C2)C 4-(4-bromo-2-oxo-2,3-dihydro-1H-1,3-benzodiazol-1-yl)-N-(5-methylpyridin-2-yl)cyclohexane-1-carboxamide